NC1=C(C(=CC=C1[N+](=O)[O-])F)C=1C(=C2C3=C(N=CN=C3C1F)N1[C@H](CO2)CN(CC1)C(=O)OC(C)(C)C)Cl tert-butyl (8aS)-5-(2-amino-6-fluoro-3-nitrophenyl)-6-chloro-4-fluoro-8a,9,11,12-tetrahydropyrazino[2',1':3,4][1,4]oxazepino[5,6,7-de]quinazoline-10(8H)-carboxylate